5-((Z)-Henicos-8-en-1-yl)resorcinol C(CCCCCC\C=C/CCCCCCCCCCCC)C=1C=C(C=C(O)C1)O